dodecyldihydroxyethyl-methylammonium bromide [Br-].C(CCCCCCCCCCC)[NH+](C)CC(O)O